1-[(2'-methyl-1,1'-biphenyl-4-yl)carbonyl]-4-oxo-L-proline CC1=C(C=CC=C1)C1=CC=C(C=C1)C(=O)N1[C@@H](CC(C1)=O)C(=O)O